6-ethyl-1,4-diethoxynaphthalene C(C)C=1C=C2C(=CC=C(C2=CC1)OCC)OCC